COC1=C(C=CC=C1)S(=O)(=O)NC1=NOC2=C1CC1(C3=CC=C(C=C32)C)CC1 2-methoxy-N-(8'-methyl-4'H-spiro[cyclopropane-1,5'-naphtho[2,1-d]isoxazol]-3'-yl)benzenesulfonamide